The molecule is a 5alpha-chloestane compound having a 3alpha-hydroxy substituent. It has a role as a human metabolite. It is a 3alpha-sterol and a 5alpha-cholestane. C[C@H](CCCC(C)C)[C@H]1CC[C@@H]2[C@@]1(CC[C@H]3[C@H]2CC[C@@H]4[C@@]3(CC[C@H](C4)O)C)C